1-(1-(4-(1H-Indol-6-yl)benzyl)-1H-indol-5-yl)-5-methyl-1H-pyrazol-3-carboxamid N1C=CC2=CC=C(C=C12)C1=CC=C(CN2C=CC3=CC(=CC=C23)N2N=C(C=C2C)C(=O)N)C=C1